anthraquinone-1,5-disulphonic acid C1(=CC=CC=2C(C=3C(=CC=CC3C(C12)=O)S(=O)(=O)O)=O)S(=O)(=O)O